4-(2,3-dichlorophenyl)-2,6-dimethyl-1,4-dihydropyridine-3,5-dicarboxylic acid diethyl ester C(C)OC(=O)C1=C(NC(=C(C1C1=C(C(=CC=C1)Cl)Cl)C(=O)OCC)C)C